C1=NNC=2C1=C1C=3CCCCC3C(=NC1=CC2)C=2C=NN(C2)CCO 2-(4-(8,9,10,11-tetrahydro-3H-pyrazolo[4,3-a]phenanthridin-7-yl)-1H-pyrazol-1-yl)ethan-1-ol